OCCN1C(C=2C(C1=O)=CC=CC2)=O N-(2-hydroxyethyl)phthalimide